3-((tert-butoxycarbonyl)amino)-3-formylazepane-1-carboxylate C(C)(C)(C)OC(=O)NC1(CN(CCCC1)C(=O)[O-])C=O